NC=1N=CC2=CC(=CC(=C2C1)N[C@@H]1CN(CCCC1)C(=O)OC(C)(C)C)C1=C(C=CC=C1C)F tert-butyl (3S)-3-[[3-amino-7-(2-fluoro-6-methyl-phenyl)-5-isoquinolyl]amino]azepane-1-carboxylate